O[C@]12[C@@H]3CC[C@@H]4C[C@H](CC[C@@]4([C@H]3CC[C@@]2([C@H](CC1)C=1C=CC(OC1)=O)C)C)NC(=O)N1C[C@@H](NCC1)CO (R)-N-((3S,5R,8R,9S,10S,13R,14S,17R)-14-hydroxy-10,13-dimethyl-17-(2-oxo-2H-pyran-5-yl)hexadecahydro-1H-cyclopenta[a]phenanthren-3-yl)-3-(hydroxymethyl)piperazine-1-carboxamide